C1=CC=CC=2C3=CC=CC=C3C(C12)COC(=O)NCC(=O)NCC(=O)O (((9H-fluorene-9-yl)methoxy)carbonyl)glycylglycine